ClC1=C(N=C(N=N1)NC1=C(C=C2CCN(CC2=C1)C)OC)NC1=C(C=CC=C1)COC(F)F chloro-N5-(2-((difluoromethoxy)methyl)phenyl)-N3-(6-methoxy-2-methyl-1,2,3,4-tetrahydroisoquinolin-7-yl)-1,2,4-triazine-3,5-diamine